bromo-1-(3-fluoro-4-methylbenzyl)-4-(5-(trimethylsilyl)isoxazol-3-yl)-1,3-dihydro-2H-benzo[b]azepin-2-one BrC1C(=CC2=C(N(C1=O)CC1=CC(=C(C=C1)C)F)C=CC=C2)C2=NOC(=C2)[Si](C)(C)C